2-(4-((5,5-dimethyltetrahydrofuran-3-yl)amino)pyrido[3,4-d]pyridazin-1-yl)-5-methylphenol CC1(CC(CO1)NC=1N=NC(=C2C1C=NC=C2)C2=C(C=C(C=C2)C)O)C